N'2,N'9-Bis[(1-methylpyridinium-4-yl)methylene]-1,10-phenanthroline-2,9-dicarbohydrazide iodide [I-].C[N+]1=CC=C(C=C1)C=NNC(=O)C1=NC2=C3N=C(C=CC3=CC=C2C=C1)C(=O)NN=CC1=CC=[N+](C=C1)C.[I-]